C(C)C1=CC(=NN(C1=O)C=1C=NC=C(C1)C=1N(N=NC1)C)C(=O)OC methyl 5-ethyl-1-[5-(3-methyltriazol-4-yl)-3-pyridyl]-6-oxo-pyridazine-3-carboxylate